cyclopentyl 3-{[(2E)-3-(benzenesulfonyl)prop-2-en-1-yl]carbamoyl}-2-oxo-1,2,5,6,7,8-hexahydro-1,6-naphthyridine-6-carboxylate C1(=CC=CC=C1)S(=O)(=O)/C=C/CNC(=O)C=1C(NC=2CCN(CC2C1)C(=O)OC1CCCC1)=O